[N+](=O)([O-])C1=CC=C(C=C1)OC1=CC=C(C=C1)[N+](=O)[O-] p-nitrophenyloxide